C(N)(=O)C=1C=C(C=CC1)C=1C=C2C(=NN(C2=CC1)C(C1=CC=CC=C1)(C1=CC=CC=C1)C1=CC=CC=C1)NC(=O)C1CCN(CC1)C N-[5-(3-carbamoylphenyl)-1-trityl-1H-indazol-3-yl]-1-methylpiperidine-4-carboxamide